(S)-5-((1-((7-(5-fluoropyridin-2-yl)-5,6,7,8-tetrahydro-[1,2,4]triazolo[1,5-a]pyrazin-2-yl)methoxy)propan-2-yl)amino)-4-(trifluoromethyl)pyridazin FC=1C=CC(=NC1)N1CC=2N(CC1)N=C(N2)COC[C@H](C)NC=2C(=CN=NC2)C(F)(F)F